C[S+](CCCCCCCC)C dimethyl(octyl)sulfonium